octadecenyl phosphate sodium salt [Na+].P(=O)(OC=CCCCCCCCCCCCCCCCC)([O-])[O-].[Na+]